O=C1N(CC2=CC(=CC=C12)O[C@@H]1[C@H](CCC1)N1CCSCC1)N1C(CCCC1=O)=O (1-oxo-5-(((1S,2S)-2-thiomorpholinocyclopentyl)oxy)isoindolin-2-yl)piperidine-2,6-dione